3-bromo-5-(2-ethylimidazo[1,2-a]pyrimidine-3-carbonyl)-2-hydroxybenzonitrile BrC=1C(=C(C#N)C=C(C1)C(=O)C1=C(N=C2N1C=CC=N2)CC)O